COC(=O)C1=CC=CC2=C1SC=C2 Benzo[b]thiophene-7-carboxylic acid methyl ester